C(C1=CC=CC=C1)N1C(C=CC2=C1N=C(N=C2)N[C@@H](C)C2=NC(=NO2)C2=CC=C(C=C2)Cl)=O 8-benzyl-2-({(1S)-1-[3-(4-chlorophenyl)-1,2,4-oxadiazol-5-yl]ethyl}amino)pyrido[2,3-d]pyrimidin-7(8H)-one